3-amino-4-(7-fluoro-1H-indazol-4-yl)-6-methyl-1H-1,10-phenanthrolin-2-one NC=1C(NC2=C3N=CC=CC3=C(C=C2C1C1=C2C=NNC2=C(C=C1)F)C)=O